C(C#CC)(=O)N[C@@H]1CN(CCC1)C1=NC=C(C2=C1N=CN2)C(=O)N (S)-4-(3-but-2-ynamidopiperidin-1-yl)-imidazo[4,5-c]pyridine-7-carboxamide